[Na].N1=CN=CC=C1 pyrimidine sodium salt